3-((7-chloroisoquinolin-1-yl)oxy)-N,N-diethylpropane-1-amine ClC1=CC=C2C=CN=C(C2=C1)OCCCN(CC)CC